5'-(2-(((1r,4r)-4-aminocyclohexyl)amino)-1-phenylethyl)-2'-chloro-5-(2-(dimethylamino)-2-oxoethoxy)-6-fluoro-[1,1'-biphenyl]-2-carboxamide trifluoroacetate FC(C(=O)O)(F)F.NC1CCC(CC1)NCC(C1=CC=CC=C1)C=1C=CC(=C(C1)C=1C(=CC=C(C1F)OCC(=O)N(C)C)C(=O)N)Cl